O1CCC(CC1)NC(CCCCCCCC(=O)OC(CCCCCCCC)CCCCCCCC)CCCCCCCC(=O)OCCCCCCCCC 1-(heptadecan-9-yl) 17-nonyl 9-((tetrahydro-2H-pyran-4-yl)amino)heptadecanedioate